C1(CC1)C([C@@H](C(=O)NC=1C=NN(C1)CC=1C=NN(C1)C)NC(=O)C=1N(N=CC1)C(C)C)C1CC1 N-[(1S)-1-(dicyclopropylmethyl)-2-[[1-[(1-methylpyrazol-4-yl)methyl]pyrazol-4-yl]amino]-2-oxo-ethyl]-2-isopropyl-pyrazole-3-carboxamide